7-chloro-6-fluoro-1-(3-methoxy-1,2,4-thiadiazol-5-yl)-4-oxo-1,4-dihydro-1,8-naphthyridine-3-carboxylate ClC1=C(C=C2C(C(=CN(C2=N1)C1=NC(=NS1)OC)C(=O)[O-])=O)F